FC1(CCN(CC1)C=1C=NC=2N(C1)N=CC2NC(C2=C(C=C(C=C2)NS(=O)(=O)CCO)N2CCC1(CC1)CC2)=O)F N-(6-(4,4-difluoropiperidin-1-yl)pyrazolo[1,5-a]pyrimidin-3-yl)-4-((2-hydroxyethyl)sulfonamido)-2-(6-azaspiro[2.5]octan-6-yl)benzamide